cadmium zinc copper sulfide [Cu]=S.[Zn].[Cd]